N-(3-bromo-5-(methylsulfonylamino)phenyl)-1-(pyrazin-2-yl)-1H-pyrazole-4-carboxamide BrC=1C=C(C=C(C1)NS(=O)(=O)C)NC(=O)C=1C=NN(C1)C1=NC=CN=C1